ClC1=CC(=CC(=N1)C1=NC2=C(N1)C(=CC(=C2)CN[C@H]2[C@H](CCC2)O)C(F)(F)F)C2=C(C=C(C=C2)F)C2=NN=CN2C (1S,2R)-2-{[(2-{6-Chloro-4-[4-fluoro-2-(4-methyl-1,2,4-triazol-3-yl)phenyl]pyridin-2-yl}-7-(trifluoromethyl)-1H-1,3-benzodiazol-5-yl)methyl]amino}cyclopentan-1-ol